di-tert-butyl ((4R)-5-amino-2-(((tert-butyldiphenylsilyl)oxy)methyl)pentane-1,4-diyl)dicarbamate NC[C@@H](CC(CNC(OC(C)(C)C)=O)CO[Si](C1=CC=CC=C1)(C1=CC=CC=C1)C(C)(C)C)NC(OC(C)(C)C)=O